Cinnamoyl-flavan C(C=CC1=CC=CC=C1)(=O)C1(OC2=CC=CC=C2CC1)C1=CC=CC=C1